N[C@@H]1CN(CC[C@@H]1F)C1=NC2=C(N1CC1=NC=C(C=N1)F)C=C(C=C2C#N)F 2-((3R,4S)-3-Amino-4-fluoropiperidin-1-yl)-6-fluoro-1-((5-fluoropyrimidin-2-yl)methyl)-1H-benzo[d]imidazol-4-carbonitril